FC(F)(F)OC(C1=CC=CC=C1)=S trifluoromethylthiobenzoate